C[C@H]1[C@@H]([C@H]([C@H]([C@@H](O1)O[C@@H]2[C@H]([C@@H]([C@H](O[C@H]2O[C@H]3CO[C@H]([C@@H]([C@H]3O)O[C@H]4[C@@H]([C@H]([C@@H]([C@H](O4)CO)O)O)O)O[C@H]5CC[C@@]6([C@H]7CC[C@@]89[C@@H]1CC(CC[C@]1(CO8)C(=O)C[C@]9([C@@]7(CC[C@H]6C5(C)C)C)C)(C)C)C)CO)O)O)O)O)O The molecule is a triterpenoid saponin that is (3beta)-3-hydroxy-13,28-epoxyoleanan-16-one attached to a tetrasaccharide residue at position 3 via a glycosidic linkage. Isolated from the aerial parts of Lysimachia clethroides, it exhibits antineoplastic activity. It has a role as an antineoplastic agent and a plant metabolite. It is a triterpenoid saponin, a hexacyclic triterpenoid, a cyclic ether, a cyclic terpene ketone and a tetrasaccharide derivative. It derives from a hydride of an oleanane.